1-(2,6-dibromopyridin-4-yl)ethanol BrC1=NC(=CC(=C1)C(C)O)Br